SC1=CC(N(C=C1)COCC[Si](C)(C)C)=O 4-sulfanyl-1-(2-trimethylsilylethoxymethyl)pyridin-2-one